ClC1=CC=C(C(=N1)C(=O)O)N[C@H](C)C1=C2C=C(C(=NC2=CC(=C1)C)C#N)C1=CC=C(C=C1)OC (R)-6-chloro-3-((1-(2-cyano-3-(4-methoxyphenyl)-7-methylquinolin-5-yl)ethyl)amino)picolinic acid